3-(5-(((1S,2R)-2-(isopropylamino)cyclohexyl)amino)-1-oxoisoindolin-2-yl)piperidine-2,6-dione C(C)(C)N[C@H]1[C@H](CCCC1)NC=1C=C2CN(C(C2=CC1)=O)C1C(NC(CC1)=O)=O